ClC1=NC=C(C(=C1)C1=C(C=NC(=C1)C)C(=O)NC=1SC2=C(N1)C=CC(=C2)C(=O)OC)OC methyl 2-(2'-chloro-5'-methoxy-6-methyl-[4,4'-bipyridine]-3-amido)-1,3-benzothiazole-6-carboxylate